N-[(2R)-1,4-Dioxan-2-ylmethyl]-2'-(pyridin-2-ylmethyl)-8'-(trifluoromethyl)-2',5'-dihydrospiro[cyclopropan-1,4'-furo[2,3-g]indazol]-7'-carboxamide O1[C@@H](COCC1)CNC(=O)C1=C(C2=C(CC3(C4=CN(N=C24)CC2=NC=CC=C2)CC3)O1)C(F)(F)F